2-(4-bromophenyl)-6-(hydroxymethyl)-4-isopropoxycyclohexane-1-carboxylic acid BrC1=CC=C(C=C1)C1C(C(CC(C1)OC(C)C)CO)C(=O)O